(S)-4-((2-(3,5-dimethyl-1H-pyrazol-1-yl)ethyl)(4-(5,6,7,8-tetrahydro-1,8-naphthyridin-2-yl)butyl)amino)-2-((6-(trifluoromethyl)pyrimidin-4-yl)amino)butanoic acid CC1=NN(C(=C1)C)CCN(CC[C@@H](C(=O)O)NC1=NC=NC(=C1)C(F)(F)F)CCCCC1=NC=2NCCCC2C=C1